gamma-benzyl-L-glutamine C(C1=CC=CC=C1)C(C[C@H](N)C(=O)O)C(N)=O